C(=O)(O)CC[C@@H]1CN=C(S1)[C@H]([C@H](C[C@@H](C[C@@H](C(C)(C)C)OC(=O)C1N(CCC1)C(=O)O)C)O)C Pyrrolidine-1,2-dicarboxylic acid (2S)-2-{(1S,3S,5S,6S)-6-[(5R)-5-(2-carboxylethyl)-4,5-dihydro-thiazol-2-yl]-1-tert-butyl-5-hydroxy-3-methylhept-1-yl}ester